FC=1C=C(C=C(C1F)F)C=1C=C(OC1)CCC#N 3-(4-(3,4,5-Trifluorophenyl)furan-2-yl)propionitrile